ClC1=CC(=NC=C1C1CCC(CC1)C(F)(F)F)C(F)(F)F 4-chloro-2-(trifluoromethyl)-5-[4-(trifluoromethyl)cyclohexyl]pyridine